N-(3-((3-aminopropyl)(cyclohexylmethyl)amino)propyl)-4-phenylpiperidine-1-sulfonamide NCCCN(CCCNS(=O)(=O)N1CCC(CC1)C1=CC=CC=C1)CC1CCCCC1